C(C)(=O)OC(Cl)(Cl)Cl acetoxytrichloromethane